N,N'-diphenyloxalamide C1(=CC=CC=C1)NC(C(=O)NC1=CC=CC=C1)=O